9-(9-chlorodibenzo[b,d]furan-3-yl)-9H-carbazole ClC1=CC=CC2=C1C1=C(O2)C=C(C=C1)N1C2=CC=CC=C2C=2C=CC=CC12